F[C@H]1[C@H](C1)C(=O)NC1=NC=NC(=C1)C=1C(=NN(C1)C)NC=1C=NC(=CC1C)C(CC)O (1R,2R)-2-fluoro-N-[6-(3-{[6-(1-hydroxypropyl)-4-methylpyridin-3-yl]amino}-1-methylpyrazol-4-yl)pyrimidin-4-yl]cyclopropane-1-carboxamide